O=C1NC(CCC1N1C(C2=CC=C(C=C2C1)C[C@@H]1CN(CC1)C(=O)OC(C)(C)C)=O)=O tert-butyl (3S)-3-((2-(2,6-dioxopiperidin-3-yl)-1-oxoisoindolin-5-yl)methyl)pyrrolidine-1-carboxylate